bromosulfamic acid BrNS(O)(=O)=O